N1=C(C=CC2=CC=CN=C12)C(=O)N naphthyridineformamide